NC1=C(C=CC=C1)NCCO 2-((2-aminophenyl)amino)ethan-1-ol